2-(4-hydroxytetrahydro-2H-pyran-4-yl)-1-(2-methylazetidin-1-yl)ethan-1-one OC1(CCOCC1)CC(=O)N1C(CC1)C